4-(4-methylpyridin-3-yl)-1-(pyridin-3-yl)-1H-pyrazole-3-carboxylic acid ethyl ester C(C)OC(=O)C1=NN(C=C1C=1C=NC=CC1C)C=1C=NC=CC1